FC(C1=NN=C(O1)C1=CC=2N(C=C1)C=C(N2)CN(C(=O)C2CN(C2)C)C2=CC=CC=C2)F N-((7-(5-(difluoromethyl)-1,3,4-oxadiazol-2-yl)imidazo[1,2-a]pyridin-2-yl)methyl)-1-methyl-N-phenylazetidine-3-carboxamide